6,6-Dimethyl-1-((2-(trimethylsilyl)ethoxy)methyl)-4,5,6,7-tetrahydro-1H-indazole-3-carbaldehyde CC1(CCC=2C(=NN(C2C1)COCC[Si](C)(C)C)C=O)C